(S)-3-((tert-butoxycarbonyl)(isopropyl)amino)-2-(4-chlorophenyl)propanoic acid C(C)(C)(C)OC(=O)N(C[C@@H](C(=O)O)C1=CC=C(C=C1)Cl)C(C)C